3-(((7-(1H-Pyrazol-4-yl)-2,3-dihydrofuro[3,2-c]pyridin-4-yl)amino)methyl)-N-(6-(oxetan-3-ylamino)-4,5,6,7-tetrahydrobenzo[d]thiazol-2-yl)benzamid N1N=CC(=C1)C=1C2=C(C(=NC1)NCC=1C=C(C(=O)NC=3SC4=C(N3)CCC(C4)NC4COC4)C=CC1)CCO2